2-(2-hydroxy-5-methacryloyloxy-phenyl)-2H-benzotriazole OC1=C(C=C(C=C1)OC(C(=C)C)=O)N1N=C2C(=N1)C=CC=C2